COC1=CC=C2C(=CC=NC2=N1)CN1CC(CC1)C(C(=O)NOC1OCCCC1)(C)C 2-(1-((7-Methoxy-1,8-naphthyridin-4-yl)methyl)pyrrolidin-3-yl)-2-methyl-N-((tetrahydro-2H-pyran-2-yl)oxy)propionamide